CC=1NC(=C(N1)C)S 2,4-dimethyl-5-mercaptoimidazole